C(C=C)(=O)O.NC(=O)OCC urethane acrylat